ONC(C(=CC1=CNC2=CC=CC=C12)N1N=NC(=C1)CN(S(=O)(=O)C=1SC(=CC1)C1=CC=CC=C1)C)=O (S)-N-hydroxy-3-(1H-indol-3-yl)-2-(4-((N-methyl-5-phenylthiophene-2-sulfonamido)methyl)-1H-1,2,3-triazol-1-yl)propenamide